tert-Butyl-4-(7-(1H-pyrazol-4-yl)-5H-isochromeno[3,4-d]thiazol-2-yl)-2-cyclopropylpiperazine-1-carboxylate C(C)(C)(C)OC(=O)N1C(CN(CC1)C=1SC2=C(N1)OCC=1C=C(C=CC12)C=1C=NNC1)C1CC1